tert.-butyl-(2,4-dimethyl-3-cyclohexen-1-yl)ketone C(C)(C)(C)C(=O)C1C(C=C(CC1)C)C